(S)-7-((3S,5R)-4-acryloyl-3,5-dimethylpiperazin-1-yl)-10-(3-chloro-4-fluorophenyl)-3-((methoxymethoxy)methyl)-9-(trifluoromethyl)-2,3-dihydro-5H-[1,4]thiazino[2,3,4-ij]quinazolin-5-one C(C=C)(=O)N1[C@H](CN(C[C@H]1C)C1=NC(N2C3=C(C(=C(C=C13)C(F)(F)F)C1=CC(=C(C=C1)F)Cl)SC[C@@H]2COCOC)=O)C